7-(4-(Trifluoromethyl)phenyl)-6,7,7a,8,9,10,11,11a-octahydro-3H-8,11-methanopyrazolo[4,3-a]phenanthridine FC(C1=CC=C(C=C1)C1NC2=CC=C3C(=C2C2C4CCC(C12)C4)C=NN3)(F)F